C(#C)C=1C=CC=2N(C1)C(=C(N2)C2=CC=C(C=C2)C#C)NC2=CC=C(C(=O)OC)C=C2 Methyl 4-((6-ethynyl-2-(4-ethynylphenyl)imidazo[1,2-a]pyridin-3-yl)amino)benzoate